N1(CCOCC1)C1=CC=C(C=C1)NC=1C=2N(C=C(N1)C1=CC=C(C(=O)N)C=C1)N=CN2 4-(8-((4-morpholinylphenyl)amino)-[1,2,4]triazolo[1,5-a]pyrazin-6-yl)benzamide